C(#N)CCCN1N=CC(=C1)C=1C=CC=2N(C1)N=CC2C#N 6-(1-(3-cyanopropyl)-1H-pyrazol-4-yl)pyrazolo[1,5-a]pyridine-3-carbonitrile